N-(2-Methoxyethyl)-4-((4-methoxypyridin-2-yl)amino)-2-(1-methyl-1H-imidazol-2-yl)-6-(1-methyl-1H-pyrazol-3-yl)pyrrolo[2,1-f][1,2,4]triazine-5-carboxamide COCCNC(=O)C=1C(=CN2N=C(N=C(C21)NC2=NC=CC(=C2)OC)C=2N(C=CN2)C)C2=NN(C=C2)C